2,5-dimethyl-3-decylthiophene CC=1SC(=CC1CCCCCCCCCC)C